Calcium Palmitoyl Sarcosinate N(C)CC(=O)OC(CCCCCCCCCCCCCCC)=O.[Ca]